bis(2-bromophenyl)methanol BrC1=C(C=CC=C1)C(O)C1=C(C=CC=C1)Br